ClC=1C(=NC=CC1I)N1CCCC1 3-chloro-4-iodo-2-(pyrrolidin-1-yl)pyridine